1-(4-(2,6-dioxopiperidin-3-yl)-5-fluoro-2,3-dihydrobenzofuran-7-yl)azetidin-3-yl (2-fluoro-5-(trifluoromethoxy)phenyl)carbamate FC1=C(C=C(C=C1)OC(F)(F)F)NC(OC1CN(C1)C1=CC(=C(C=2CCOC21)C2C(NC(CC2)=O)=O)F)=O